NC1=CC(N(C(N1)=O)C)=O 6-Amino-3-methylpyrimidine-2,4(1H,3H)-dione